C(=O)C1(COCC1)C(=O)OCC ethyl 3-formyltetrahydrofuran-3-carboxylate